6-cyano-pyridine-3-carboxylic acid C(#N)C1=CC=C(C=N1)C(=O)O